3-(6-chloro-5-(2'-hydroxy-3'-iso-propoxy-[1,1'-biphenyl]-4-yl)-1H-indazol-3-yl)-propanoic acid ClC1=C(C=C2C(=NNC2=C1)CCC(=O)O)C1=CC=C(C=C1)C1=C(C(=CC=C1)OC(C)C)O